lysinehydroxamate HCl Cl.N[C@@H](CCCCN)C(=O)NO